N-[2-amino-5-(4-fluorophenyl)phenyl]-4-(2-pyridylsulfonyl)benzamide NC1=C(C=C(C=C1)C1=CC=C(C=C1)F)NC(C1=CC=C(C=C1)S(=O)(=O)C1=NC=CC=C1)=O